ClCC1=NC2=C(N1CC1(CC1)C#N)C=C(C=C2OC)C(=O)OC Methyl 2-(chloromethyl)-1-((1-cyanocyclopropyl)methyl)-4-methoxy-1H-benzo[d]imidazole-6-carboxylate